4-isopropenylphenyl-triphenylgerman C(=C)(C)C1=CC=C(C=C1)[Ge](C1=CC=CC=C1)(C1=CC=CC=C1)C1=CC=CC=C1